C(#N)C=1C=C(C(=NC1)OC)C1=CC=2C(=CN=C(C2)NC(=O)[C@H]2[C@H](C2)F)N1C (1S,2S)-N-[2-(5-cyano-2-methoxypyridin-3-yl)-1-methylpyrrolo[2,3-c]pyridin-5-yl]-2-fluorocyclopropane-1-carboxamide